5-[3-ethylsulfonyl-7-(trifluoromethyl)imidazo[1,2-a]pyridin-2-yl]-1-(2,2,3,3,3-pentafluoropropyl)pyrazolo[3,4-c]pyridine C(C)S(=O)(=O)C1=C(N=C2N1C=CC(=C2)C(F)(F)F)C=2C=C1C(=CN2)N(N=C1)CC(C(F)(F)F)(F)F